2-[3-tert-butyl-8-(morpholin-4-yl)-5-oxopyrido[3,2-d][1,2,4]triazolo[4,3-a]pyrimidin-10(5H)-yl]-N-(5-fluoropyridin-2-yl)acetamide C(C)(C)(C)C1=NN=C2N1C(C1=C(N2CC(=O)NC2=NC=C(C=C2)F)C=C(C=N1)N1CCOCC1)=O